C1(CC1)C1=CC(=NN1C(F)F)C=1C(=C(C(=CC1)O)N1CC(NS1(=O)=O)=O)F 5-(3-(5-cyclopropyl-1-(difluoromethyl)-1H-pyrazol-3-yl)-2-fluoro-6-hydroxyphenyl)-1,2,5-thiadiazolidin-3-one 1,1-dioxide